methyl 5-amino-6-(3-methoxy-2,6-dimethylphenyl)-[2,4'-bipyridine]-4-carboxylate NC=1C(=CC(=NC1C1=C(C(=CC=C1C)OC)C)C1=CC=NC=C1)C(=O)OC